N-(2-(5-fluoro-1-(1-(4-(propan-2-ylidene)cyclohexyl)piperidin-4-yl)-3-(pyrrolidin-1-ylmethyl)-1H-indol-2-yl)ethyl)aminosulfonamide FC=1C=C2C(=C(N(C2=CC1)C1CCN(CC1)C1CCC(CC1)=C(C)C)CCNNS(=O)=O)CN1CCCC1